4-[(2R)-3-(3,4-dihydro-1H-isoquinolin-2-yl)-2-hydroxy-propyl]-1-methyl-8-[(1-methyl-3-piperidinyl)methoxy]-2,3-dihydro-1,4-benzodiazepine-5-one C1N(CCC2=CC=CC=C12)C[C@H](CN1CCN(C2=C(C1=O)C=CC(=C2)OCC2CN(CCC2)C)C)O